ethyl (S)-3-(2'-ethylbiphenyl-3-yl)-3-(3-(4-hydroxy-1,5-dimethyl-2-oxo-1,2-dihydropyridin-3-yl) ureido)propanoate C(C)C1=C(C=CC=C1)C1=CC(=CC=C1)[C@H](CC(=O)OCC)NC(=O)NC=1C(N(C=C(C1O)C)C)=O